O=C1NC(CCC1C1=NN(C2=CC(=CC=C12)N[C@H]1CC[C@H](CC1)NC(OC(C)(C)C)=O)C)=O tert-Butyl N-[cis-4-[[3-(2,6-dioxo-3-piperidyl)-1-methyl-indazol-6-yl]amino]cyclohexyl]carbamate